(S,E)-N-((3-fluoropyridin-2-yl)methylene)-2-methylpropane-2-sulfinamide FC=1C(=NC=CC1)\C=N\[S@@](=O)C(C)(C)C